zirconium(IV) perchlorate Cl(=O)(=O)(=O)[O-].[Zr+4].Cl(=O)(=O)(=O)[O-].Cl(=O)(=O)(=O)[O-].Cl(=O)(=O)(=O)[O-]